2-(Furan-2-yl)-N5-(4-(2-(2-(2-methoxyethoxy)ethoxy)ethoxy)phenethyl)-[1,2,4]triazolo[1,5-a][1,3,5]triazine-5,7-diamine O1C(=CC=C1)C1=NN2C(N=C(N=C2N)NCCC2=CC=C(C=C2)OCCOCCOCCOC)=N1